ClC1=C(CC2NCCCCC2)C=CC=C1 2-(2-chlorobenzyl)azepane